bicyclo[3.2.1]octan-3-amine-HCl Cl.C12CC(CC(CC1)C2)N